CS(=O)(=O)OC1=C(C(=CC=C1)Cl)[C@H]1CC(=NO1)C=1N=C(SC1)C1CCN(CC1)C(CN1N=C(C=C1C(F)F)C(F)F)=O |r| 2-{(5RS)-3-[2-(1-{[3,5-bis(difluoromethyl)-1H-pyrazol-1-yl] acetyl}-4-piperidyl) thiazol-4-yl]-4,5-dihydroisoxazol-5-yl}-3-chlorophenyl methanesulfonate